7,8-difluoro-3-hydroxynaphthalene FC1=CC=C2C=C(C=CC2=C1F)O